5-bromo-3-(2-(3-(4-n-butylphenyl)-4-oxothiazolidin-2-ylidene)hydrazono)indol-2-one BrC=1C=C2C(C(NC2=CC1)=O)=NN=C1SCC(N1C1=CC=C(C=C1)CCCC)=O